5,6-dimethoxy-2,3-dihydro-1H-inden-1-one COC=1C=C2CCC(C2=CC1OC)=O